tert-butyl ((3'-(2-(2-(1-(methylsulfonyl)-1H-pyrrole-3-carboxamido)acetamido)thiazol-4-yl)-[1,1'-biphenyl]-3-yl)methyl)carbamate CS(=O)(=O)N1C=C(C=C1)C(=O)NCC(=O)NC=1SC=C(N1)C=1C=C(C=CC1)C1=CC(=CC=C1)CNC(OC(C)(C)C)=O